FC=1C=CC(=C(C(=O)O)C1)N[C@H](C)C=1C=C(C=C2C(N3C(=NC12)N1C(CC3)CCCC1)=O)C 5-fluoro-2-(((1R)-1-(10-methyl-8-oxo-2,3,4,4a,5,6-hexahydro-1H,8H-pyrido[1',2':3,4]pyrimido[2,1-b]quinazolin-12-yl)ethyl)amino)benzoic acid